1-[(2R)-2-methyl-4-{4-[(3-methyl-4-{[1,2,4]triazolo[1,5-a]pyridin-7-yloxy}phenyl)amino]pyrido[3,2-d]pyrimidin-6-yl}piperazin-1-yl]prop-2-en-1-one C[C@H]1N(CCN(C1)C=1C=CC=2N=CN=C(C2N1)NC1=CC(=C(C=C1)OC1=CC=2N(C=C1)N=CN2)C)C(C=C)=O